C(CC)C1CCC(CC1)C1=CC=C(C=C1)O 4-(4-propyl-cyclohexyl)phenol